N[C@@H](C(=O)NC)C (2R)-2-amino-N-methylpropanamide